C(#N)N=C(NCCCCCC1CN(CC1)C(=O)C=1OC=CC1)NC1=CC=NC=C1 2-cyano-1-(5-(1-(furoyl)pyrrolidine-3-yl)pentyl)-3-(4-pyridinyl)guanidine